IC=1N(C=2C=CC=C(C2C1)NC1CCC(CC1)N1CCOCC1)CC(F)(F)F 2-iodo-N-((1S,4S)-4-morpholinocyclohexyl)-1-(2,2,2-trifluoroethyl)-1H-indol-4-amine